4,4'-methylenebis[tetrahydro-2H-1,2,4-thiadiazine] C(N1CNSCC1)N1CNSCC1